C(CCCCCCCCCCC)OC(=O)N1CC=CC1 3-pyrroline-1-carboxylic acid dodecyl ester